ClC=1C=C(C=CC1F)C(=O)N1[C@@H](C=2N(CC1)C(=NN2)C2=NC(=NS2)C)C (R)-(3-chloro-4-fluorophenyl)(8-methyl-3-(3-methyl-1,2,4-thiadiazol-5-yl)-5,6-dihydro-[1,2,4]triazolo[4,3-a]pyrazin-7(8H)-yl)methanone